N-(((1r,4r)-4-aminocyclohexyl)methyl)-N-methylbenzamide NC1CCC(CC1)CN(C(C1=CC=CC=C1)=O)C